(4-(2-(2-Aminopyridin-3-yl)-5-(azetidin-1-yl)-3H-imidazo[4,5-b]pyridin-3-yl)phenyl)methanol NC1=NC=CC=C1C1=NC=2C(=NC(=CC2)N2CCC2)N1C1=CC=C(C=C1)CO